2-methyl-N-(1-(oxetan-3-yl)-1H-pyrazolo[3,4-d]pyrimidin-6-yl)-1,2,3,4-tetrahydroisoquinolin-7-amine CN1CC2=CC(=CC=C2CC1)NC1=NC=C2C(=N1)N(N=C2)C2COC2